2-(4-(4-(1-(5-Chloropyrimidin-2-yl)piperidin-4-yl)butoxy)-2,6-difluorophenyl)-1-(3-(hydroxymethyl)azetidin-1-yl)ethan-1-one ClC=1C=NC(=NC1)N1CCC(CC1)CCCCOC1=CC(=C(C(=C1)F)CC(=O)N1CC(C1)CO)F